C(C)(C)(C)C1=CC=C(OCCCSCC=2NC(NC2)=O)C=C1 4-[(4-tert-Butylphenoxypropylsulfanyl)methyl]1,3-dihydroimidazol-2-one